C(C)(C)(C)C=1C=C(N(N1)CC1CC1)NC(NC=1SC(=CN1)CCC1=CC(=NC=C1)NC(=O)C1CC1)=O Cyclopropanecarboxylic acid [4-(2-{2-[3-(5-tert-butyl-2-cyclopropylmethyl-2H-pyrazol-3-yl)-ureido]-thiazol-5-yl}-ethyl)-pyridin-2-yl]-amide